C1(CC1)NC(C1=C(C=C(C(=C1)C=1C=NC(=C(C1)N1C=NC=C1)NC(CO)(C)C)C)F)=O N-cyclopropyl-2-fluoro-5-(6-((1-hydroxy-2-methylpropan-2-yl)amino)-5-(1H-imidazol-1-yl)pyridin-3-yl)-4-methylbenzamide